BrC1=CC=C(C(=O)[C@]2(C(O)=C(O)C(O2)=O)[C@H](CO)O)C=C1 4-bromobenzoyl-vitamin C